3-(2-methoxymethoxy-5-ethyl-phenyl)-3-phenyl-acrylic acid COCOC1=C(C=C(C=C1)CC)C(=CC(=O)O)C1=CC=CC=C1